4,7-Di-phenyl-2-methylen-1,3-dioxepan C1(=CC=CC=C1)C1OC(OC(CC1)C1=CC=CC=C1)=C